(S)-2-((4-(6-((4-cyano-2-fluorobenzyl)oxy)pyridin-2-yl)-6-oxopyridazine-1(6H)-yl)methyl)-1-(oxetan-2-ylmethyl)-1H-thieno[2,3-d]imidazole-5-carboxylic acid C(#N)C1=CC(=C(COC2=CC=CC(=N2)C=2C=NN(C(C2)=O)CC=2N(C3=C(N2)SC(=C3)C(=O)O)C[C@H]3OCC3)C=C1)F